BrC1=CC=C(C=C1)C1(COC1)N([S@](=O)C(C)(C)C)COCC[Si](C)(C)C |r| (±)-N-[3-(4-bromophenyl)oxetan-3-yl]-2-methyl-N-(2-trimethylsilylethoxymethyl)-propane-2-sulfinamide